(1'R,2'R,4'S)-4-bromo-5'-methyl-2'-(prop-1-en-2-yl)-1',2',3',4'-tetrahydro-[1,1'-biphenyl]-2,4',6-triol BrC=1C=C(C(=C(C1)O)[C@H]1[C@@H](C[C@@H](C(=C1)C)O)C(=C)C)O